trifluoromethyl-4-aminoquinazoline FC(F)(F)C1=NC2=CC=CC=C2C(=N1)N